(2-(hydroxyimino)ethyl)(pentyl)phosphinic acid ON=CCP(O)(=O)CCCCC